FC(C1=NSC(=N1)OC1=CC=C(C=C1)C1CCN(CC1)C(=O)OC(C)(C)C)(F)F tert-butyl 4-(4-((3-(trifluoromethyl)-1,2,4-thiadiazol-5-yl)oxy)phenyl)piperidine-1-carboxylate